9-fluoro-11,17,21-trihydroxy-16-methyl-pregna-1,4-diene-3,20-dione F[C@@]12[C@]3(C=CC(C=C3CC[C@H]1[C@@H]1CC([C@](C(CO)=O)([C@]1(CC2O)C)O)C)=O)C